C(C1=CC=CC=C1)[C@H]1N(CCC1)C1=NC(=CC(=C1)N1CCOCC1)OCC1=CC=C(C=C1)OC (S)-4-(2-(2-benzylpyrrolidin-1-yl)-6-((4-methoxybenzyl)oxy)pyridin-4-yl)morpholine